C(#N)C=1C=NN2C1C(=CC(=C2)C=2C=NN(C2C)C2CCC(N(C2)C(=O)OC(C)(C)C)(C)C)SC2=C(C=C(C=C2)F)C#N tert-butyl 5-[4-[3-cyano-4-(2-cyano-4-fluoro-phenyl)sulfanyl-pyrazolo[1,5-a]pyridin-6-yl]-5-methyl-pyrazol-1-yl]-2,2-dimethyl-piperidine-1-carboxylate